4-(4-((6-Aminohexyl)amino)-2-methylphenyl)piperazine-1-carboxylic acid tert-butyl ester C(C)(C)(C)OC(=O)N1CCN(CC1)C1=C(C=C(C=C1)NCCCCCCN)C